6-(1-(1-(1-(but-2-ynoyl)-3-fluoroazetidine-3-carbonyl)piperidin-4-yl)-5-methyl-1H-pyrazol-4-yl)-4-methoxypyrazolo[1,5-a]pyridine-3-carbonitrile C(C#CC)(=O)N1CC(C1)(C(=O)N1CCC(CC1)N1N=CC(=C1C)C=1C=C(C=2N(C1)N=CC2C#N)OC)F